O[C@@H]1CN(CC1)CCNC=1C=CC=2C[C@@H]3N(CC2C1)[C@@H](CN(C3)C3=C1C=CC=NC1=C(C=C3)C#N)C 5-[(4R,11aS)-8-[2-[(3S)-3-Hydroxypyrrolidin-1-yl]ethylamino]-4-methyl-1,3,4,6,11,11a-hexahydropyrazino[1,2-b]isochinolin-2-yl]chinolin-8-carbonitril